FC1=C(C=CC(=C1)N1CCC(CC1)CO)N1C(NC(CC1)=O)=O 1-{2-fluoro-4-[4-(hydroxymethyl)piperidin-1-yl]phenyl}-1,3-diazinane-2,4-dione